bisphosphonate chromium [Cr+4].P([O-])([O-])=O.P([O-])([O-])=O